6-O-Sulfo-β-D-Galactose S(=O)(=O)(O)OC[C@@H]1[C@@H]([C@@H]([C@H]([C@H](O)O1)O)O)O